C(=C)C1=C(C=CC2=CC=CC=C12)C1=CC=CC2=CC=CC=C12 1-vinyl-(1-naphthyl)naphthalene